ClC1=CC(N(C(N1)=O)C(C)C)=O 6-chloro-3-isopropyl-pyrimidine-2,4(1H,3H)-dione